4-benzyl-N-(2-chloroethyl)piperidine-1-sulfonamide C(C1=CC=CC=C1)C1CCN(CC1)S(=O)(=O)NCCCl